3-((methoxycarbonyl)amino)-3-(1-methyl-1H-1,2,3-triazol-4-yl)piperidine-1-carboxylic acid benzyl ester C(C1=CC=CC=C1)OC(=O)N1CC(CCC1)(C=1N=NN(C1)C)NC(=O)OC